C(C)OC(=O)C1=NN2C(C(=NC(=C2)C=2C=NN(C2)C)O)=C1 4-hydroxy-6-(1-methyl-1H-pyrazol-4-yl)pyrazolo[1,5-a]Pyrazine-2-carboxylic acid ethyl ester